1-(4-Fluoro-2-methylphenyl)-3-(4-hydroxy-2-methylphenyl)-7-(trifluoromethyl)-2,3-dihydroquinazolin-4(1H)-one FC1=CC(=C(C=C1)N1CN(C(C2=CC=C(C=C12)C(F)(F)F)=O)C1=C(C=C(C=C1)O)C)C